C(CCCCCCC\C=C/CCCCCCCC)OC(COCCOCCOCCOCCO)COCCCCCCCC\C=C/CCCCCCCC 2-[2-[2-[2-[2,3-bis[(Z)-octadec-9-enoxy]propoxy]ethoxy]ethoxy]ethoxy]ethanol